C(C1=CC=CC=C1)OC1=CC=C2C(=N1)NC(=C2)C=2N=C1N(C(=CC(=C1)C(=O)O)OC)C2C 2-(6-(benzyloxy)-1H-pyrrolo[2,3-b]pyridin-2-yl)-5-methoxy-3-methylimidazo[1,2-a]pyridine-7-carboxylic acid